OC(CNC1=C(C=CC=C1)SC)C1=CNC(O1)=S 5-[1-hydroxy-2-(2-methylthiophenylamino)ethyl]-1,3-oxazole-2(3H)-thione